Methyl (R)-4-(1-(4-(pyrimidin-4-yl)piperazin-1-yl)ethyl)benzoate N1=CN=C(C=C1)N1CCN(CC1)[C@H](C)C1=CC=C(C(=O)OC)C=C1